3,3-difluoro-2-(hydroxymethyl)-2-methylpropionic acid tert-butyl ester C(C)(C)(C)OC(C(C(F)F)(C)CO)=O